tert-butyl (R)-((5,5-difluoropiperidin-2-yl)methyl)carbamate FC1(CC[C@@H](NC1)CNC(OC(C)(C)C)=O)F